(E)-1-((9H-fluoren-9-yl)methyl) 3-(2-(3,7-dimethylocta-2,6-dien-1-yl)-3-hydroxy-5-pentylphenyl) pyrrolidine-1,3-dicarboxylate N1(CC(CC1)C(=O)OC1=C(C(=CC(=C1)CCCCC)O)CC=C(CCC=C(C)C)C)C(=O)OCC1C2=CC=CC=C2C=2C=CC=CC12